phenanthrene-2-ol C1=C(C=CC=2C3=CC=CC=C3C=CC12)O